ClCCOC=C 2-chloroethylvinylether